4-{2-[(3R)-3-(2-methylphenyl)-1,4-oxazepan-4-yl]-7-azaspiro[3.5]nonan-7-yl}-N-{3-nitro-4-[(oxan-4-ylmethyl)amino]benzenesulfonyl}benzamide CC1=C(C=CC=C1)[C@@H]1COCCCN1C1CC2(C1)CCN(CC2)C2=CC=C(C(=O)NS(=O)(=O)C1=CC(=C(C=C1)NCC1CCOCC1)[N+](=O)[O-])C=C2